[Na+].[K+].C1(CCCCC1)C(C(=O)[O-])(C(=O)[O-])C(C)C 2-cyclohexyl-2-isopropylmalonic acid potassium sodium salt